(S)-(1-(6-chloropyrido[2,3-b]pyrazin-2-yl)-4'H,6'H-spiro[piperidine-4,5'-pyrrolo[1,2-b]pyrazol]-4'-yl)carbamic acid tert-butyl ester C(C)(C)(C)OC(N[C@H]1C2(CN3N=CC=C31)CCN(CC2)C=2N=C3C(=NC2)N=C(C=C3)Cl)=O